C(C)[C@H]1COCCN1C1=NC(=NC(=C1)CS(=O)(=O)C)C1=CC=C2C(=N1)C=C(N2)CN(C(OC(C)(C)C)=O)C tert-butyl (S)-((5-(4-(3-ethylmorpholino)-6-((methylsulfonyl)methyl)pyrimidin-2-yl)-1H-pyrrolo[3,2-b]pyridin-2-yl)methyl)(methyl)carbamate